N[C@H]1CN(C[C@@H](C1)F)C(=O)C=1C=C(C=2N(C1)N=C(C2C)C=2N(C1=CC(=CC=C1C2)N2CCC(CC2)N(C(OC)=O)C)CC2CC2)OC Methyl N-[1-(2-{6-[(3r,5r)-3-amino-5-fluoropiperidine-1-carbonyl]-4-methoxy-3-methylpyrazolo[1,5-a]pyridin-2-yl}-1-(cyclopropylmethyl)-1H-indol-6-yl) piperidin-4-yl]-N-methylcarbamate